C1(CC1)C=1N=NN(C1)[C@H](C(=O)N1[C@@H](C[C@H](C1)O)C(=O)NC1CN(CC1)CC1=CC(=CC(=C1)OC)OC)C(C)(C)C (2S,4r)-1-[(2S)-2-(4-cyclopropyl-triazol-1-yl)-3,3-dimethyl-butyryl]-N-[1-[(3,5-dimethoxyphenyl)methyl]pyrrolidin-3-yl]-4-hydroxy-pyrrolidine-2-carboxamide